C1(CC1)C1=C(C=C(C=C1)NC(=O)N1[C@H](CCC1)C(=O)NC1=CC=C(C=C1)C=1C=CC(=NC1)C(=O)O)C 5-[4-({1-[(4-cyclopropyl-3-methylphenyl)carbamoyl]-D-prolyl}amino)phenyl]pyridine-2-carboxylic acid